(S)-5-(1-(4-(trifluoromethyl)phenyl)ethyl)-2,5,8-triazaspiro[3.5]nonane-6,9-dione acetate C(C)(=O)O.FC(C1=CC=C(C=C1)[C@H](C)N1C2(CNC2)C(NCC1=O)=O)(F)F